C1=C(C2=CC=CC=C2)CCCCCCCCC1 nonanostyrene